N-benzyl-7-(4-bromo-3-chloro-benzoyl)-2-(4-isopropoxyphenyl)-3-oxo-6,8-dihydro-5H-imidazo[1,5-a]pyrazine-1-carboxamide C(C1=CC=CC=C1)NC(=O)C=1N(C(N2C1CN(CC2)C(C2=CC(=C(C=C2)Br)Cl)=O)=O)C2=CC=C(C=C2)OC(C)C